O=C1NC(CCC1NC1=CC=C(C=C1)[C@H]1[C@H](CN(CC1)C(=O)OC(C)(C)C)O)=O tert-butyl (3R,4S)-4-[4-[(2,6-dioxo-3-piperidyl)amino]phenyl]-3-hydroxy-piperidine-1-carboxylate